NC1=NC=CC2=C(C=CC=C12)C=1C=C2C(=NN(C2=CC1)C1CN(C1)CCOC)COC1=C(C=CC=C1)CC(=O)O 2-(2-((5-(1-aminoisoquinolin-5-yl)-1-(1-(2-methoxyethyl)azetidin-3-yl)-1H-indazol-3-yl)methoxy)phenyl)acetic acid